3-(2-((4-(2-(4-chlorophenyl)-2,3-dihydrobenzo[b][1,4]dioxin-5-yl)piperidin-1-yl)methyl)-1-(oxazol-2-ylmethyl)-1H-imidazol-5-yl)acrylate ClC1=CC=C(C=C1)C1COC2=C(O1)C=CC=C2C2CCN(CC2)CC=2N(C(=CN2)C=CC(=O)[O-])CC=2OC=CN2